C1(CC1)OC1=CC(=C(C#N)C=C1)N1N=CC(=C1)C1=CN(C(C=C1OCC)=O)C 4-Cyclopropoxy-2-[4-(4-ethoxy-1-methyl-6-oxo-1,6-dihydro-pyridin-3-yl)-pyrazol-1-yl]-benzonitrile